(3-(1-(3-cyanophenyl)-1H-pyrazol-4-yl)-5-fluorobenzyl)-8-cyclopentyl-7-((2-(trimethylsilyl)ethoxy)methyl)-7H-purine-6-carboxamide C(#N)C=1C=C(C=CC1)N1N=CC(=C1)C=1C=C(CC2=NC(=C3N(C(=NC3=N2)C2CCCC2)COCC[Si](C)(C)C)C(=O)N)C=C(C1)F